(6-nitropyridin-3-yl)piperazine-1-carboxylic tert-butyl ester C(C)(C)(C)OC(=O)N1C(CNCC1)C=1C=NC(=CC1)[N+](=O)[O-]